5-Methyl-3-oxo-1,3,6,7,8,9-hexahydro-pyrrolo[3,4-c]isoquinoline-2-carboxylic acid tert-butyl ester C(C)(C)(C)OC(=O)N1C(C=2N=C(C=3CCCCC3C2C1)C)=O